C(CCCCCCC\C=C/CCCCCCCC)OC(COCCOCCOCCOCCOCCOCCOCCOC(C1=CC=CC=C1)(C1=CC=CC=C1)C1=CC=CC=C1)COCCCCCCCC\C=C/CCCCCCCC [2-[2-[2-[2-[2-[2-[2-[2,3-bis[(Z)-octadec-9-enoxy]propoxy]ethoxy]ethoxy]ethoxy]ethoxy]ethoxy]ethoxy]ethoxy-diphenyl-methyl]benzene